C(C)OC(=O)C1=CC=C([N+](=C1)[O-])[S-].[Na+] Sodium 5-(ethoxycarbonyl)pyridine-2-thiolate 1-oxide